FC(C1=CC=CC=2N1N=C(C2)[C@H]2N(CCC1=C2N=CN1)C=1OC(=NN1)C1=NC=CN=C1)F (S)-2-(4-(7-(difluoromethyl)pyrazolo[1,5-a]pyridin-2-yl)-1,4,6,7-tetrahydro-5H-imidazo[4,5-c]pyridin-5-yl)-5-(pyrazin-2-yl)-1,3,4-oxadiazole